2,6-dimethylpyridine-4-boronic acid CC1=NC(=CC(=C1)B(O)O)C